(S)-6-(1-amino-1,3-dihydrospiro[indene-2,4'-piperidine]-1'-yl)-3-(1-(3,4-dichlorophenyl)cyclopropyl)-1,5-dihydro-4H-pyrazolo[3,4-d]pyrimidin-4-one N[C@@H]1C2=CC=CC=C2CC12CCN(CC2)C=2NC(C1=C(N2)NN=C1C1(CC1)C1=CC(=C(C=C1)Cl)Cl)=O